C(C)(C)(C)OC(=O)NC[C@@H]1[C@@H](C1)C[C@H]([C@@H](C)NC(OC(C)(C)C)=O)CO tert-butyl ((2R,3R)-4-((1S,2S)-2-(((tert-butoxycarbonyl)amino)methyl)cyclopropyl)-3-(hydroxymethyl)butan-2-yl)carbamate